CC1=C(OC2=NC(=CC=C2C(=O)NS(=O)(=O)C=2C(NC=CC2)=O)C2=CC=C(C=C2)C)C=CC(=C1)C 2-(2,4-Dimethylphenoxy)-N-[(2-oxo-1H-pyridin-3-yl)sulfonyl]-6-(p-tolyl)pyridin-3-carboxamid